ClC1=CC=C(N=N1)N[C@@H]1CN(C[C@@H](C1)F)C |r| (rac)-cis-6-Chloro-N-(5-fluoro-1-methylpiperidin-3-yl)pyridazin-3-amine